bis(1-octyloxy-2,2,6,6-tetramethylpiperidyl)succinate C(CCCCCCC)ON1C(C(CCC1(C)C)C(C(C(=O)[O-])C1C(N(C(CC1)(C)C)OCCCCCCCC)(C)C)C(=O)[O-])(C)C